[4-(1-hydroxycyclopentyl)pyridin-2-yl]-N-(1-methylindazol-7-yl)pyrazole-4-sulfonamide OC1(CCCC1)C1=CC(=NC=C1)C1=NNC=C1S(=O)(=O)NC=1C=CC=C2C=NN(C12)C